5-methyl-N,9,9-triphenyl-9H-fluoren-2-amine CC1=C2C=3C=CC(=CC3C(C2=CC=C1)(C1=CC=CC=C1)C1=CC=CC=C1)NC1=CC=CC=C1